(3-amino-6-ethyl-4,5,6,7-tetrahydro-pyrazolo[3,4-c]pyridin-2-yl)(6-chloro-1,2,3,4-tetrahydro-quinolin-4-yl)methanone NC=1N(N=C2CN(CCC21)CC)C(=O)C2CCNC1=CC=C(C=C21)Cl